methyl (S,E)-3-(4-nitro-3-((oxetan-2-ylmethyl)amino)phenyl)acrylate [N+](=O)([O-])C1=C(C=C(C=C1)/C=C/C(=O)OC)NC[C@H]1OCC1